2-(2-Azabicyclo[2.1.1]hex-4-ylmethyl)isoindoline-1,3-dione trifluoroacetate salt FC(C(=O)O)(F)F.C12NCC(C1)(C2)CN2C(C1=CC=CC=C1C2=O)=O